C(=O)(O)C=1C=C(C=C(C1)C)B(O)O 3-CARBOXY-5-METHYLPHENYLBORONIC ACID